C(=O)(O)CC[N+]1=CN=CC=C1 (2-carboxyethyl)pyrimidinium